[C-]#N.C(CCCCCCC)[N+]1=CC=C(C=C1)CC 1-Octyl-4-ethylpyridinium cyanid